[Na].ClC=1C(=NC(=NC1)NC1CCOCC1)C1=CC=2C(N(CCC2S1)[C@@H](C(=O)NC[C@@H](O)C1=CC(=CC=C1)Cl)C)=O (R)-2-(2-(5-Chloro-2-((tetrahydro-2H-pyran-4-yl)amino)pyrimidin-4-yl)-4-oxo-6,7-dihydrothieno[3,2-c]pyridin-5(4H)-yl)-N-((S)-(3-chlorophenyl)-2-hydroxyethyl)propionamide sodium